6-chloro-5-(3-fluoro-2-pyridinyl)-3-methyl-7-(trifluoromethyl)-3H-1,4-benzodiazepine-2-Amine ClC1=C(C=CC2=C1C(=NC(C(=N2)N)C)C2=NC=CC=C2F)C(F)(F)F